6-(1-(ethylsulfonyl)piperidin-4-yl)-1-isopropyl-4-(4-methoxyphenyl)-1H-imidazo[4,5-c]pyridine C(C)S(=O)(=O)N1CCC(CC1)C1=CC2=C(C(=N1)C1=CC=C(C=C1)OC)N=CN2C(C)C